C1(CCCCCCCN1)=O caprylolactam